CC1=CC=C(C(=O)[O-])C=C1.C(CCCCCCC)[NH+](CCCCCCCC)CCCCCCCC Trioctylammonium 4-methylbenzoate